C1(CCC(CC1)=O)=O Cyclohexane-1,4-dione